CC(C)(C)C1=CC(=C(C=C1)OP2OCC3(CO2)COP(OC3)OC4=C(C=C(C=C4)C(C)(C)C)C(C)(C)C)C(C)(C)C Bis(2,4-di-tert-butylphenyl)pentaerythritol diphosphite